Sodium allylsulfonate C(C=C)S(=O)(=O)[O-].[Na+]